diphenyltin distearate C(CCCCCCCCCCCCCCCCC)(=O)[O-].C(CCCCCCCCCCCCCCCCC)(=O)[O-].C1(=CC=CC=C1)[Sn+2]C1=CC=CC=C1